5-(1-(2,2-difluoroethyl)-1H-benzo[d][1,2,3]triazol-6-yl)-6-fluoro-N-((3R,4S)-3-fluoro-1-(2-methoxyethyl)piperidin-4-yl)-4-methoxypyrrolo[2,1-f][1,2,4]triazin-2-amine FC(CN1N=NC2=C1C=C(C=C2)C=2C(=CN1N=C(N=C(C12)OC)N[C@@H]1[C@@H](CN(CC1)CCOC)F)F)F